CC(CC)CC(C(=O)O)(C)OC(CC)=O.C(CC)(=O)OC(C(=O)OC(C)CC)(C)C sec-butyl α-propanoyloxyisobutyrate (butan-2-yl α-propanoyloxyisobutyrate)